(s)-2,4,6-trimethylbenzoyl-diphenylphosphine oxide CC1=C(C(=O)P(C2=CC=CC=C2)(C2=CC=CC=C2)=O)C(=CC(=C1)C)C